O1COC2=C1C=CC(=C2)C=2N=C(NC2C2=NC(=CC=C2)C)C(C)(C)C 2-[4-(1,3-benzodioxol-5-yl)-2-(1,1-dimethylethyl)-1H-imidazol-5-yl]-6-Methyl-pyridine